O=C1NC(CCC1N1C(C2=CC=C(C=C2C1=O)N1CC(C1)N1CCN(CC1)C1=NC(=CC=C1)C1=CN=C2N1N=C(C=C2)N2[C@H](CCC2)C2=CC(=CC=C2)F)=O)=O 2-(2,6-Dioxopiperidin-3-yl)-5-(3-(4-(6-(6-((R)-2-(3-fluorophenyl)pyrrolidin-1-yl)imidazo[1,2-b]pyridazin-3-yl)pyridin-2-yl)piperazin-1-yl)azetidin-1-yl)isoindoline-1,3-dione